2-((2,4-difluorophenoxy)methyl)oxirane FC1=C(OCC2OC2)C=CC(=C1)F